C[P@@](OC(C)C)(=O)F isopropyl (S)-methylphosphonofluoridate